C(C)(C)(CC)OOC(C)(C)CC Di-(tert-amyl)peroxide